6-amino-N-(2-(2,6-dioxopiperidin-3-yl)-1,3-dioxoisoquinolin-4-yl)hexanamide NCCCCCC(=O)NC1C(N(C(C2=CC=CC=C12)=O)C1C(NC(CC1)=O)=O)=O